C(CCCCC(=O)OCC1CC2C(CC1)O2)(=O)OCC2CC1C(CC2)O1 Bis(3,4-epoxycyclohexylmethyl) adipat